FC=1C(=C(C=CC1F)C(=O)N1CC(C1)(O)CNCC1=C(C=CC=C1)O)NC1=C(C=C(C=C1)I)F 1-({3,4-difluoro-2-[(2-fluoro-4-iodophenyl)amino]phenyl}carbonyl)-3-({[(2-hydroxyphenyl)methyl]amino}methyl)azetidin-3-ol